6-((5-((3S,4S)-4-amino-3-methyl-2-oxa-8-azaspiro[4.5]decan-8-yl)pyrazin-2-yl)thio)-5-chloro-3-(3-fluoro-4-methoxybenzyl)quinazolin-4(3H)-one N[C@@H]1[C@@H](OCC12CCN(CC2)C=2N=CC(=NC2)SC=2C(=C1C(N(C=NC1=CC2)CC2=CC(=C(C=C2)OC)F)=O)Cl)C